ClC=1C=CC(N(C1)CC(=O)N)=O 2-(5-chloro-2-oxopyridin-1(2H)-yl)acetamide